tert-butyl 4-((2-amino-4-(methoxycarbonyl)phenyl)amino)piperidine-1-carboxylate NC1=C(C=CC(=C1)C(=O)OC)NC1CCN(CC1)C(=O)OC(C)(C)C